BrCC1(COC(OC1)(C)C)CO (5-(bromomethyl)-2,2-dimethyl-1,3-dioxan-5-yl)methanol